2-(3-(diphenyl(4-(4,4,5,5-tetramethyl-1,3,2-dioxaborolan-2-yl)phenyl)silyl)phenyl)-3,5,6-triphenylpyrazine C1(=CC=CC=C1)[Si](C=1C=C(C=CC1)C1=NC(=C(N=C1C1=CC=CC=C1)C1=CC=CC=C1)C1=CC=CC=C1)(C1=CC=C(C=C1)B1OC(C(O1)(C)C)(C)C)C1=CC=CC=C1